BrC1=CC(=CC=2NC(COC21)=O)NC(OC(C)(C)C)=O Tert-butyl N-(8-bromo-3-oxo-4H-1,4-benzoxazin-6-yl)carbamate